3-[(3,5-difluorobenzyl)sulfanyl]-5-propyl-[1,2,4]triazolo[4,3-a]pyrimidin-7(8H)-one FC=1C=C(CSC2=NN=C3N2C(=CC(N3)=O)CCC)C=C(C1)F